[Li+].N1(CCC1)CC(C(=O)[O-])C(C)C 2-(azetidin-1-yl-methyl)-3-methylbutanoic acid, lithium salt